5-methyl-5,6,7,8-tetrahydropyrido[4,3-d]pyrimidine CC1NCCC=2N=CN=CC21